FC=1C=C(C=CC1C=1C(=NN(C1)COCC[Si](C)(C)C)F)NC1=NC(=NN1C)C=1C=CC(=NC1)OCC1(CCC1)CO (1-(((5-(5-((3-Fluoro-4-(3-fluoro-1-((2-(trimethylsilyl)ethoxy)methyl)-1H-pyrazol-4-yl)phenyl)amino)-1-methyl-1H-1,2,4-triazol-3-yl)pyridin-2-yl)oxy)methyl)cyclobutyl)methanol